[(1,3-Dicyclohexylhexahydro-2,4,6-trioxopyrimidin-5-yl)carbonyl]glycine C1(CCCCC1)N1C(N(C(C(C1=O)C(=O)NCC(=O)O)=O)C1CCCCC1)=O